1,3-dihydro-2H-isoindole-1,2-dicarboxamide C1(N(CC2=CC=CC=C12)C(=O)N)C(=O)N